C(C1=CC=CC=C1)[C@H]1[C@@H](C1)C(=O)O |r| (+-)-trans-2-benzyl-cyclopropanecarboxylic acid